5-fluoro-2-methyl-4-(1-methyl-1,2,3,4-tetrahydroisoquinolin-5-yl)-1H-indole-7-carboxylic acid FC=1C(=C2C=C(NC2=C(C1)C(=O)O)C)C1=C2CCNC(C2=CC=C1)C